N-(5-((2-(2,2-dimethylpyrrolidin-1-yl)-2-oxoethyl)carbamoyl)-2-methylpyridin-3-yl)-7-(1-methyl-1H-pyrazol-4-yl)-[1,2,4]triazolo[4,3-a]pyridine-3-carboxamide CC1(N(CCC1)C(CNC(=O)C=1C=C(C(=NC1)C)NC(=O)C1=NN=C2N1C=CC(=C2)C=2C=NN(C2)C)=O)C